C1=CC=CC=2SC3=CC=CC=C3N(C12)CCCS(=O)(=O)[O-] phenothiazin-10-yl-propyl-sulphonate